NC=1C=NC=CC1C=1N=C(NC1)[C@@H]1CCC2CC(=CCN12)C1=C(C(=CC=C1N1N=NN=C1)Cl)F (3S)-3-(4-(3-aminopyridin-4-yl)-1H-imidazol-2-yl)-7-(3-chloro-2-fluoro-6-(1H-tetrazol-1-yl)phenyl)-2,3,8,8a-tetrahydroindolizin